3-(3-((6-(1-(pyridin-2-yl)ethoxy)pyridin-3-yl)methyl)isoxazol-3-yl)pyridin-2-amine N1=C(C=CC=C1)C(C)OC1=CC=C(C=N1)CC1(NOC=C1)C=1C(=NC=CC1)N